dimethyl-bis(N,N-diethylamino)silane C[Si](N(CC)CC)(N(CC)CC)C